NC1=NC=2C=CC=CC2C2=C1N=C(N2OCCCCN(CCCN(C)C)CCCCCCCCCCCCCCCCCC)CCCC N1-(4-((4-amino-2-butyl-1H-imidazo[4,5-c]quinolin-1-yl)oxy)butyl)-N3,N3-dimethyl-N1-octadecylpropane-1,3-diamine